1-[2-(difluoromethoxy)-6-fluoro-4-methylphenyl]-N-[(3R)-1-methylpiperidin-3-yl]pyrrolo[1,2-d][1,2,4]triazin-4-amine FC(OC1=C(C(=CC(=C1)C)F)C=1C=2N(C(=NN1)N[C@H]1CN(CCC1)C)C=CC2)F